3-amino-6-[(1-fluorocyclobutyl)methoxy]-4-(7-fluoro-1H-indazol-4-yl)-1H-1,7-phenanthrolin-2-one NC=1C(NC2=C3C=CC=NC3=C(C=C2C1C1=C2C=NNC2=C(C=C1)F)OCC1(CCC1)F)=O